7-(((3S,4S)-3-fluoro-1-methylpiperidin-4-yl)amino)-1-oxido-3-(thiazol-4-yl)benzo[b]thiophen F[C@H]1CN(CC[C@@H]1NC1=CC=CC2=C1S(C=C2C=2N=CSC2)=O)C